C(C)(=O)N(C=1SC2=C(C1C(=O)OC)CCC1(OCCO1)C2)C(C)C2=CC=CC=C2 Methyl 2-[acetyl(1-phenylethyl)amino]-4,7-dihydro-5H-spiro[1-benzothiophene-6,2'-[1,3]dioxolane]-3-carboxylate